methyl (2S,3S,4R)-3-fluoro-4-hydroxytetrahydrofuran-2-carboxylate F[C@@H]1[C@@H](OC[C@H]1O)C(=O)OC